Methyl-(2S,3S,4R)-4-azido-2-ethyl-3-methyl-1,2,3,4-tetrahydroquinoline-6-carboxylate COC(=O)C=1C=C2[C@@H]([C@H]([C@@H](NC2=CC1)CC)C)N=[N+]=[N-]